3-[9H-fluoren-9-ylmethoxycarbonyl(methyl)amino]-4-(3-oxa-8-azabicyclo[3.2.1]octan-8-yl)-4-oxo-butanoic acid C1=CC=CC=2C3=CC=CC=C3C(C12)COC(=O)N(C(CC(=O)O)C(=O)N1C2COCC1CC2)C